N-((3-((5-((3S,4S)-4-amino-3-methyl-2-oxa-8-azaspiro[4.5]decan-8-yl)pyrazin-2-yl)thio)-2-chlorophenyl)carbamoyl)tetrahydro-2H-pyran-4-sulfonamide N[C@@H]1[C@@H](OCC12CCN(CC2)C=2N=CC(=NC2)SC=2C(=C(C=CC2)NC(=O)NS(=O)(=O)C2CCOCC2)Cl)C